ClC1=NC(=NC=2NC3=C(C=C(C=C3C21)C(=O)N)OCCCN2CCOCC2)C2=CC(=NN2CC)C 4-chloro-2-(1-ethyl-3-methyl-1H-pyrazol-5-yl)-8-(3-morpholinopropoxy)-9H-pyrimido[4,5-b]indole-6-carboxamide